CN1CCN(CC1)C(C1=CC(=C(C=C1)N1CCN(CC1)C(C)C)NS(=O)(=O)C1=CC2=CC=CC=C2C=C1)=O methyl-4-(4-(4-isopropylpiperazin-1-yl)-3-(naphthalene-2-sulfonylamino)benzoyl)piperazine